fluorine sulfonyl difluoride phosphorus [P].S(=O)(=O)(F)F.[F]